7-Bromo-2-(2-((5-(((tetrahydro-2H-pyran-2-yl)oxy)methyl)pyridin-3-yl)oxy)ethoxy)quinoxaline BrC1=CC=C2N=CC(=NC2=C1)OCCOC=1C=NC=C(C1)COC1OCCCC1